(1R,3S,5R)-2-(2-(3-acetyl-5-(2-(hydroxymethyl)pyrimidin-5-yl)-7-methyl-1H-indol-1-yl)acetyl)-N-(6-bromo-3-chloropyridin-2-yl)-5-methyl-2-azabicyclo[3.1.0]hexane-3-carboxamide C(C)(=O)C1=CN(C2=C(C=C(C=C12)C=1C=NC(=NC1)CO)C)CC(=O)N1[C@@H]2C[C@@]2(C[C@H]1C(=O)NC1=NC(=CC=C1Cl)Br)C